4,4'-thiodiphenyl diisocyanate S(C1=CC=C(C=C1)N=C=O)C1=CC=C(C=C1)N=C=O